(1S,2S,3S,4S,6R)-6-hydroxy-3-(pyridin-4-yl)-N-(3-(trifluoromethyl)phenyl)-7-Oxabicyclo[2.2.1]Heptane-2-carboxamide O[C@@H]1C[C@H]2[C@@H]([C@@H]([C@@H]1O2)C(=O)NC2=CC(=CC=C2)C(F)(F)F)C2=CC=NC=C2